C(CC)N[SiH2]NCCC bis(n-propylamino)silane